P(=O)([O-])([O-])O.[Na+].[Na+] disodium phosphate salt